ClC1=NC=CC=2C=3C(C(N(C12)C)C)=NN(N3)COCC[Si](C)(C)C 6-chloro-4,5-dimethyl-2-((2-(trimethylsilyl)ethoxy)methyl)-4,5-dihydro-2H-[1,2,3]triazolo[4,5-c][1,7]naphthyridine